2-bromo-4-((3-(2-fluorophenyl)-5-methyl-5,6-dihydropyrrolo[3,4-c]pyrazole-2(4H)-yl)methyl)phenol BrC1=C(C=CC(=C1)CN1N=C2C(=C1C1=C(C=CC=C1)F)CN(C2)C)O